5-{2-[(Tert-Butoxycarbonyl)amino]ethoxy}-1-benzofuran-2-carboxylic acid C(C)(C)(C)OC(=O)NCCOC=1C=CC2=C(C=C(O2)C(=O)O)C1